tert-butyl N-[(6-chloro-4-{3-[(4-methyl-1,2,4-triazol-3-yl)methyl]oxetan-3-yl}pyridin-2-yl)methyl]-N-methylcarbamate ClC1=CC(=CC(=N1)CN(C(OC(C)(C)C)=O)C)C1(COC1)CC1=NN=CN1C